C(C1=CC(=C(N)C=C1)Cl)C1=CC(=C(N)C=C1)Cl 4,4'-methylenebis(2-Chloroaniline)